2-(2-iodoethoxy)-2-oxoethan-1-aminium 2,2,2-trifluoroacetate FC(C(=O)[O-])(F)F.ICCOC(C[NH3+])=O